O=C1NC(CCC1C=1C=C(C=CC1F)N1CCC2(CCN(CC2)C(=O)OC(C)(C)C)CC1)=O tert-butyl 9-[3-(2,6-dioxo-3-piperidyl)-4-fluoro-phenyl]-3,9-diazaspiro[5.5]undecane-3-carboxylate